ClC(CN)C 2-chloropropyl-amine